phenylbenzene-1,2-diamine C1(=CC=CC=C1)C1=C(C(=CC=C1)N)N